C(#N)[C@]1(OC([C@H]2OC(O[C@H]21)(C)C)CO)C2=CC=C1C(=NC=NN12)NC(CCCC)=O N-(7-((3aR,4R,6aR)-4-cyano-6-(hydroxymethyl)-2,2-dimethyltetrahydrofurano[3,4-d][1,3]dioxol-4-yl)pyrrolo[2,1-f][1,2,4]triazin-4-yl)pentanamide